methyl 6-(((benzyloxy) carbonyl)(methyl) amino)-2-(3-iodophenyl)-2-methylhexanoate C(C1=CC=CC=C1)OC(=O)N(CCCCC(C(=O)OC)(C)C1=CC(=CC=C1)I)C